2-(3-(5-amino-6-((3-fluorophenyl)ethynyl)pyrazin-2-yl)-4-methylphenyl)-3,3,3-trifluoro-2-hydroxypropanamide NC=1N=CC(=NC1C#CC1=CC(=CC=C1)F)C=1C=C(C=CC1C)C(C(=O)N)(C(F)(F)F)O